O[C@H]1C[C@@H](N(C1)C([C@@H](C(C)(C)C)N1N=NC(=C1)CC(C1=NC=CC=C1)O)=O)C(=O)NC (2R,4S)-4-hydroxy-1-[(2R)-2-[4-[2-hydroxy-2-(2-pyridyl)ethyl]triazol-1-yl]-3,3-dimethyl-butyryl]-N-methyl-pyrrolidine-2-carboxamide